[Si](C)(C)(C(C)(C)C)OCCC#CC1=CN=C(C=C1C(=O)OC)Cl methyl 5-(4-((tert-butyldimethylsilyl)oxy)but-1-yn-1-yl)-2-chloroisonicotinate